1-methyl-1,5-dihydro-2H-pyrrole-2-one CN1C(C=CC1)=O